tert-butyl-5-[6-[[4-methyl-6-(methylamino)pyrimidin-2-yl]amino]chroman-8-yl]-2,3,4,7-tetrahydroazepine C(C)(C)(C)C1NCC=C(CC1)C=1C=C(C=C2CCCOC12)NC1=NC(=CC(=N1)C)NC